ClC=1C=C(C(=NC1)OC)S(=O)(=O)NC1=C(C(=C(C=C1)F)C=1C=CC=2N(C1F)C=NC2C=2NC=CN2)F 5-chloro-N-[2,4-difluoro-3-[5-fluoro-1-(1H-imidazol-2-yl)imidazo[1,5-a]pyridin-6-yl]phenyl]-2-methoxypyridine-3-sulfonamide